NC=1C(=NC(=C(N1)F)C1=CC(=CC=C1)CN(C)C)C=1C=C2C(=CNC(C2=CC1)=O)F 6-(3-amino-6-(3-((dimethylamino)methyl)phenyl)-5-fluoropyrazin-2-yl)-4-fluoroisoquinolin-1(2H)-one